ethyl 2-(ethylthio)-5,7-dimethylpyrazolo[1,5-a]pyrimidine-3-carboxylate C(C)SC1=NN2C(N=C(C=C2C)C)=C1C(=O)OCC